C(CCCCCCCCCCC)N1C(NC2(C1=O)CC(NC(C2)(C)C)(C)C)=O 3-dodecyl-7,7,9,9-tetramethyl-1,3,8-triazaspiro[4.5]decane-2,4-dione